S1C(=NC2=C1C=CC=C2)NC2=C(C1=C(N=N2)N(CCC1)C=1SC=C(N1)C(=O)OCC)C1CC1 ethyl 2-{3-[(1,3-benzothiazol-2-yl) amino]-4-cyclopropyl-5H,6H,7H,8H-pyrido[2,3-c]pyridazin-8-yl}-1,3-thiazole-4-carboxylate